2'-(1H-1,3-benzodiazol-2-yl)-5'-chloro-4-{[(1S)-1-phenylbutyl]carbamoyl}-[1,1'-biphenyl]-2-carboxylic acid N1C(=NC2=C1C=CC=C2)C2=C(C=C(C=C2)Cl)C=2C(=CC(=CC2)C(N[C@@H](CCC)C2=CC=CC=C2)=O)C(=O)O